5-(4-(4-Chlorophenyl)-2-(perfluoroethyl)imidazo[1,2-a][1,8]naphthyridin-8-yl)oxazole ClC1=CC=C(C=C1)C=1C=2C=CC=3N(C2N=C(C1)C(C(F)(F)F)(F)F)C=C(N3)C3=CN=CO3